4-(piperazin-1-yl)furo[3,2-c]pyridine N1(CCNCC1)C1=NC=CC2=C1C=CO2